(oxo)dicarboxylic acid O(C(=O)O)C(=O)O